(S)-7'-(8-Methylnaphthalen-1-yl)-2'-((1-methylpyrrolidin-2-yl)methoxy)-7',8'-dihydro-6'H-spiro[cyclopropane-1,5'-pyrido[3,4-d]pyrimidine] CC=1C=CC=C2C=CC=C(C12)N1CC=2N=C(N=CC2C2(C1)CC2)OC[C@H]2N(CCC2)C